2-(2,6-Dimethyl-4-((3-(3-chloro-4-(trifluoromethyl)phenyl)-2,5-dioxoimidazolin-1-yl)methyl)phenoxy)-2-methylpropionic acid CC1=C(OC(C(=O)O)(C)C)C(=CC(=C1)CN1C(N(CC1=O)C1=CC(=C(C=C1)C(F)(F)F)Cl)=O)C